(2R,3S,5R)-5-(4-amino-2-chloro-7H-pyrrolo[2,3-d]pyrimidin-7-yl)-2-ethynyl-2-(hydroxymethyl)tetrahydrofuran-3-yl tetradecanoate C(CCCCCCCCCCCCC)(=O)O[C@@H]1[C@](O[C@H](C1)N1C=CC2=C1N=C(N=C2N)Cl)(CO)C#C